Cl.CC1(CCC(CC1)C=1CCCC2=C(C1C1=CC=C(C=C1)CC1CN(CC1)CCCF)C=CC(=C2)C(=O)O)C 8-(4,4-Dimethylcyclohexyl)-9-(4-((1-(3-fluoropropyl)pyrrolidin-3-yl)methyl)phenyl)-6,7-dihydro-5H-benzo[7]annulene-3-carboxylic acid hydrochloride